S(=O)(=O)(O)O.C(C1=CC=CC=C1)NCCNCC1=CC=CC=C1 N,N'-dibenzylethylenediamine sulfate